tert-Butyl 4-[6-{[(1S)-1-cyclopropyl-2,2,2-trifluoroethyl]carbamoyl}-3-fluoro-5-oxo-8-(2,4,6-trifluorophenyl)-5,8-dihydro-1,8-naphthyridin-2-yl]piperazine-1-carboxylate C1(CC1)[C@@H](C(F)(F)F)NC(=O)C=1C(C=2C=C(C(=NC2N(C1)C1=C(C=C(C=C1F)F)F)N1CCN(CC1)C(=O)OC(C)(C)C)F)=O